(S)-3-(Cyclopropylamino)-4-(1-((5-methoxy-7-methyl-1H-indol-4-yl)methyl)piperidin-2-yl)benzoic acid C1(CC1)NC=1C=C(C(=O)O)C=CC1[C@H]1N(CCCC1)CC1=C2C=CNC2=C(C=C1OC)C